5-(5-(((trans)-4-((tert-butyldimethylsilyl)oxy)cyclohexyl)oxy)-2-chloropyridin-4-yl)-N-(2,6-dimethylpyrimidin-4-yl)pyrazolo[1,5-a]pyridin-2-amine [Si](C)(C)(C(C)(C)C)O[C@@H]1CC[C@H](CC1)OC=1C(=CC(=NC1)Cl)C1=CC=2N(C=C1)N=C(C2)NC2=NC(=NC(=C2)C)C